C1(CC1)CNC(C=1C=C(C=CC1)NC(=O)C=1N(N=C(C1)C)C1=CC(=CC=C1)CN)C1=CC=CC=C1 2-(3-Aminomethyl-phenyl)-5-methyl-2H-pyrazole-3-carboxylic Acid {3-[(cyclopropylmethyl-amino)-phenyl-methyl]-phenyl}-amide